octyl-dimethyl-p-aminobenzoic acid CCCCCCCCOC(=O)C1=CC=C(C=C1)N(C)C